4-methyl-5-(beta-acetoxyl-ethyl)-thiazole CC=1N=CSC1CCOC(=O)C